C(C)OC(=O)C=1N(C=C2C1CCC2=O)CC 2-Ethyl-4-oxo-2,4,5,6-tetrahydrocyclopenta[c]pyrrole-1-carboxylic acid ethyl ester